CC=1C=C(C(=NC1)C(F)(F)F)B1OC(C(O1)(C)C)(C)C 5-methyl-3-(4,4,5,5-tetramethyl-1,3,2-dioxaborolan-2-yl)-2-(trifluoromethyl)pyridine